8-[(3S)-1-acetylpyrrolidin-3-yl]oxy-4-[(2R)-3-(3,4-dihydro-1H-isoquinolin-2-yl)-2-hydroxy-propyl]-2,3-dihydro-1,4-benzoxazepin-5-one C(C)(=O)N1C[C@H](CC1)OC1=CC2=C(C(N(CCO2)C[C@@H](CN2CC3=CC=CC=C3CC2)O)=O)C=C1